2,3-quinoxalinediol N1=C(C(=NC2=CC=CC=C12)O)O